P(=O)(O)OP(=O)O.C=C.C=C.C=C.C=C tetraethylene diphosphonate